5-(1H-pyrazol-4-yl)-N-(1-(tetrahydro-2H-pyran-4-yl)-3-(thiazol-2-yl)-1H-pyrazol-4-yl)furan-2-carboxamide Formic Acid Salt C(=O)O.N1N=CC(=C1)C1=CC=C(O1)C(=O)NC=1C(=NN(C1)C1CCOCC1)C=1SC=CN1